BrCC(=O)C1=CC=C(C=C1)S(=O)(=O)NC 4-(2-bromoacetyl)-N-methylbenzenesulfonamide